4-chloro-N-((1S,2S)-2-(((R)-1-(naphthalen-1-yl)ethyl)amino)cyclohexyl)benzamide ClC1=CC=C(C(=O)N[C@@H]2[C@H](CCCC2)N[C@H](C)C2=CC=CC3=CC=CC=C23)C=C1